(R)-2-((1-(3,6-dimethyl-2-(4-methylpiperidin-1-yl)-4-oxo-3,4-dihydroquinazolin-8-yl)ethyl)amino)benzoic acid CN1C(=NC2=C(C=C(C=C2C1=O)C)[C@@H](C)NC1=C(C(=O)O)C=CC=C1)N1CCC(CC1)C